C(C)(C)(C)P(C1CCCC1)C(C)(C)C di-tertbutyl(cyclopentyl)phosphane